Ethyl 2-[5-[[(3S)-1-[5-[6-(tert-butoxycarbonylamino)hexyl]-3-pyridyl]piperidine-3-carbonyl] amino]-2-oxo-1-pyridyl]acetate C(C)(C)(C)OC(=O)NCCCCCCC=1C=C(C=NC1)N1C[C@H](CCC1)C(=O)NC=1C=CC(N(C1)CC(=O)OCC)=O